1-(4-nitrophenyl)-4-[2-(4-piperidinyl)ethyl]piperidine [N+](=O)([O-])C1=CC=C(C=C1)N1CCC(CC1)CCC1CCNCC1